Cl.Cl.COC(C1=C(C=C(C=C1)C#CCN)C#CCN)=O methyl-2,4-bis(3-aminoprop-1-yn-1-yl)benzoate dihydrochloride